C(CCCCCCCCCCC)(=O)O.C(CCCCCCCCCCC)(=O)O.COCCOCCOC diglyme dilaurate